OCCCCC(=O)O 5-Hydroxyvaleric acid